C1(CC1)C1=NOC(=N1)CN1N=C(C=CC1=O)C1=CC=C(C=C1)OC(F)F 2-((3-cyclopropyl-1,2,4-oxadiazol-5-yl)methyl)-6-(4-(difluoromethoxy)phenyl)pyridazin-3(2H)-one